CC(CCN([C@@H](C)C(=O)O)P(=O)(OC1=C(C(=C(C(=C1F)F)F)F)F)OC1=CC=C(C=C1)C(C)(C)C)(CC)C.BrC1=CC2=C(C3=CC=CC=C3C(=C2C=C1)C1=CC2=CC=CC=C2C=C1)C1=CC2=CC=CC=C2C=C1 2-bromo-9,10-bis(2-naphthyl)anthracene 3,3-dimethylpentyl-((4-(tert-butyl)phenoxy)(perfluorophenoxy)phosphoryl)-L-alaninate